(R)-2,3-dihydroxyisovalerate O[C@@H](C(=O)[O-])C(C)(C)O